2-((3R,4S)-3-aminotetrahydro-2H-pyran-4-yl)-3-bromo-5-chloro-N-(thiophen-2-ylmethyl)thieno[3,2-b]pyridin-7-amine N[C@H]1COCC[C@@H]1C1=C(C2=NC(=CC(=C2S1)NCC=1SC=CC1)Cl)Br